(S)-2-(tert-butyl)-N-(2-fluoro-4-methyl-5-(7-methyl-2-(methylamino)pyrido[2,3-d]pyrimidin-6-yl)phenyl)morpholine-4-carboxamide C(C)(C)(C)[C@H]1CN(CCO1)C(=O)NC1=C(C=C(C(=C1)C1=CC2=C(N=C(N=C2)NC)N=C1C)C)F